F[NH-] fluoroamid